hydroxyaminium O[NH3+]